3-(trifluoromethyl)benzene-1-sulfonyl chloride FC(C=1C=C(C=CC1)S(=O)(=O)Cl)(F)F